[Si].[B].[Sr].[Ba] barium-strontium-boron-silicon